tert-butyl (2-(3-(2-methoxy-3-nitrophenyl)-1H-1,2,4-triazol-1-yl)ethyl)carbamate COC1=C(C=CC=C1[N+](=O)[O-])C1=NN(C=N1)CCNC(OC(C)(C)C)=O